tert-butyl (R)-((8-(isothiazol-4-yl)chroman-4-yl)methyl)(methyl)carbamate S1N=CC(=C1)C=1C=CC=C2[C@@H](CCOC12)CN(C(OC(C)(C)C)=O)C